Silver telluride [Te-2].[Ag+].[Ag+]